FC1=C(OC2=NC(=NC(=C2)C2=C(C=CC=C2)C(C)C)N)C=CC=C1 4-(2-fluorophenoxy)-6-(2-isopropylphenyl)pyrimidin-2-amine